1,3-dioxo-1,3-dihydro-2H-isoindol-2-yl (4S)-1-(tert-butoxycarbonyl)-4-fluoroprolinate C(C)(C)(C)OC(=O)N1[C@@H](C[C@@H](C1)F)C(=O)ON1C(C2=CC=CC=C2C1=O)=O